C1(=CC=CC=C1)C1=C(C=CC=2C3=CC=CC=C3C3(C12)C1=CC=CC=C1C=1C=CC=CC13)NC1=CC=C(C=C1)C=1C=CC=3N(C2=CC=CC=C2C3C1)C1=CC=CC=C1 phenyl-N-[4-(9-phenyl-9H-carbazol-3-yl)phenyl]-9,9'-spirobi[9H-fluoren]-2-amine